CN(C1=CC=CC(=N1)S(=O)(=O)NC(=O)C=1C(=NC=CC1)N1C(CC(C1)C)(C)C)CCC=1C=NC=CC1 N-[[6-[Methyl-[2-(3-pyridyl)ethyl]amino]-2-pyridyl]sulfonyl]-2-(2,2,4-trimethylpyrrolidin-1-yl)pyridin-3-carboxamid